ClC1=C(C=CC=C1Br)OB(O)O 2-chloro-3-bromophenylboric acid